ClC1=CC=C(C(=O)C2=C(C(=O)O)C=C(C=C2F)[C@@](CC)(O)C2(CCOCC2)F)C=C1 |r| (+/-)-2-(4-chlorobenzoyl)-3-fluoro-5-(1-(4-fluorotetrahydro-2H-pyran-4-yl)-1-hydroxypropyl)benzoic acid